S1SC(C=C1)N dithiolamine